N-[2-(hydroxymethyl)pyridin-3-yl]carbamic acid tert-butyl ester C(C)(C)(C)OC(NC=1C(=NC=CC1)CO)=O